itaconic acid monobutyl ester lithium salt [Li+].C(CCC)OC(C(=C)CC(=O)[O-])=O